6-cyclopropyl-2-methyl-4-[[(1R)-1-[3-methyl-5-(trifluoromethyl)phenyl]ethyl]amino]pyrido[3,4-d]pyridazine-1,7-dione C1(CC1)N1C=C2C(=NN(C(C2=CC1=O)=O)C)N[C@H](C)C1=CC(=CC(=C1)C(F)(F)F)C